CN(CCC[SiH2]C(OC)OC)C 3-dimethylaminopropyl-(dimethoxy)methyl-silane